NC1=C(C(=O)NC2=C(C(=CC=C2)Br)C)C=CC=C1 amino-N-(3-bromo-2-methylphenyl)-benzamide